ClC=1C=C2C(=CC(=NC2=CC1)C(F)(F)F)N[C@@H]1C[C@@H](CCC1)NC(=O)C=1C=NNC1C(F)(F)F N-[(1R,3S)-3-{[6-chloro-2-(trifluoromethyl)quinolin-4-yl]amino}cyclohexyl]-5-(trifluoromethyl)-1H-pyrazole-4-carboxamide